C(=C)C=1OC(C(N1)C)=O 2-ethenyl-4-methyl-1,3-oxazolin-5-one